(R)-6-(2-amino-[1,2,4]triazolo[1,5-a]pyridin-7-yl)-N-(1-(2-fluoro-5-(trifluoromethoxy)phenyl)ethyl)-3-methylpyridinecarboxamide NC1=NN2C(C=C(C=C2)C2=CC=C(C(=N2)C(=O)N[C@H](C)C2=C(C=CC(=C2)OC(F)(F)F)F)C)=N1